Cl.N1CCC(CC1)C1=C(C#N)C=CC=N1 (piperidin-4-yl)nicotinonitrile hydrochloride